C(C)(=O)NCC1=NC(=CC(=C1)C1=C(N=C(S1)NC(=O)N1CC2(COC2)C1)C1=CC(=CC=C1)C#N)C N-[5-[2-(acetamidomethyl)-6-methyl-4-pyridinyl]-4-(3-cyanophenyl)thiazol-2-yl]-2-oxa-6-azaspiro[3.3]heptane-6-carboxamide